N1=C(N=CC=C1)C1=CNC2=NC=CC(=C21)N2CC1(CCCCN1)CCC2 8-(3-pyrimidin-2-yl-1H-pyrrolo[2,3-b]pyridin-4-yl)-1,8-diazaspiro[5.5]undecane